methyl behenate (methyl behenate) CC(C(=O)O)CCCCCCCCCCCCCCCCCCCC.C(CCCCCCCCCCCCCCCCCCCCC)(=O)OC